C(=O)O.NC1C(C1)CNC(C1=C(C=C(C=C1)NC=1C=2N(C=CN1)C(=CN2)C=2C(=NN(C2)C(C)C#N)C(F)(F)F)CC)=O N-((2-aminocyclopropyl)methyl)-4-((3-(1-(1-cyanoethyl)-3-(trifluoromethyl)-1H-pyrazol-4-yl)imidazo[1,2-a]pyrazin-8-yl)amino)-2-ethylbenzamide formate